ClC1=C2C(=NC=C1C#CC=1C=NC=NC1)NC=C2 4-chloro-5-(pyrimidin-5-ylethynyl)-1H-pyrrolo[2,3-b]pyridine